2-(4-((3-(benzyloxy)phenyl)amino)-4-oxobutyl)-6-hydroxy-3-iodo-1-methyl-1H-indole-5-carboxylic acid C(C1=CC=CC=C1)OC=1C=C(C=CC1)NC(CCCC=1N(C2=CC(=C(C=C2C1I)C(=O)O)O)C)=O